2-(4-chloro-3-methoxyphenyl)acetic acid ClC1=C(C=C(C=C1)CC(=O)O)OC